1-{[({4-[(2S)-2-[(2S)-2-{[(tert-butoxy)carbonyl]amino}-3-methylbutanamido]propanamido]phenyl}methoxy)carbonyl](methyl)amino}cyclopropane-1-carboxylic acid C(C)(C)(C)OC(=O)N[C@H](C(=O)N[C@H](C(=O)NC1=CC=C(C=C1)COC(=O)N(C1(CC1)C(=O)O)C)C)C(C)C